C(C1=CC=CC=C1)OC(=O)N[C@@H](C(=O)OC(C)C)CNC(C1=CC(=CC(=C1)F)CC)=O (R)-isopropyl 2-(((benzyloxy)carbonyl)amino)-3-(3-ethyl-5-fluorobenzamido)propanoate